5-Cyano-2-[(1R)-1-[3,6-dimethyl-2-(2-methylindazol-5-yl)-4-oxo-chromen-8-yl]ethoxy]benzamide C(#N)C=1C=CC(=C(C(=O)N)C1)O[C@H](C)C=1C=C(C=C2C(C(=C(OC12)C1=CC2=CN(N=C2C=C1)C)C)=O)C